octadec-9-en-1-ylchloromethyl carbonate C(OC(Cl)CCCCCCCCC=CCCCCCCCC)([O-])=O